C(#N)C1=CC(=C(C=C1)B(O)O)[N+](=O)[O-] (4-CYANO-2-NITROPHENYL)BORONIC ACID